bis(tert-butylphenyl)iodonium 5-(2-norbornyl)octafluoro-3-oxapentanesulfonate C12C(CC(CC1)C2)C(C(OC(C(S(=O)(=O)[O-])(F)F)(F)F)(F)F)(F)F.C(C)(C)(C)C2=C(C=CC=C2)[I+]C2=C(C=CC=C2)C(C)(C)C